[C@H](C)(CC)[C@@H]1N(CC2=C(NC1=O)C=CC=C2)C(=O)N[C@H]2C(NCC2)=O (S)-3-((S)-sec-butyl)-2-oxo-N-((R)-2-oxopyrrolidin-3-yl)-1,2,3,5-tetrahydro-4H-benzo[e][1,4]diazepine-4-carboxamide